6-hexyl-4-phenylquinolin-2(1H)-one C(CCCCC)C=1C=C2C(=CC(NC2=CC1)=O)C1=CC=CC=C1